N1[C@@H](CCC1)C(=O)B(O)O prolylboronic acid